O1[C@@H](CSCC1)CNC1=CC=CC(=N1)C1=NC2=CC(=NC=C2C=C1)CNC(C1=CN=CC(=C1)S(=O)(=O)C)=O |r| (Racemic)-N-((2-(6-(((1,4-oxathian-2-yl)methyl)amino)pyridin-2-yl)-1,6-naphthyridin-7-yl)methyl)-5-(methylsulfonyl)nicotinamide